C(C)OC/C=C/C(=O)O (E)-4-ethoxybut-2-enoic acid